2-(4-fluoro-2-methoxyphenoxy)-N-(3-sulfamylphenyl)-5-(trifluoromethyl)benzamide FC1=CC(=C(OC2=C(C(=O)NC3=CC(=CC=C3)S(N)(=O)=O)C=C(C=C2)C(F)(F)F)C=C1)OC